2-(4-acetylphenyl)-7,7-dimethyl-10-(pyridin-4-yl)-5,12b-dihydro-1H,7H-chromeno[4,3-c][1,2,4]triazolo[1,2-a]Pyridazine C(C)(=O)C1=CC=C(C=C1)N1CN2N(CC=C3C2C=2C=CC(=CC2OC3(C)C)C3=CC=NC=C3)C1